O\N=C(\N)/C1CN(C1)C(=O)OC(C)(C)C tert-butyl (E)-3-(N'-hydroxycarbamimidoyl)azetidine-1-carboxylate